N-(6-(1-Isopropyl-1H-pyrazol-4-yl)isoquinolin-3-yl)-4-(piperidin-4-yloxy)Benzamide C(C)(C)N1N=CC(=C1)C=1C=C2C=C(N=CC2=CC1)NC(C1=CC=C(C=C1)OC1CCNCC1)=O